2-(2,6-Dioxopiperidine-3-yl)-4-(((5-Phenyl-1,3,4-oxadiazol-2-yl)methyl)amino)isoindoline-1,3-dione O=C1NC(CCC1N1C(C2=CC=CC(=C2C1=O)NCC=1OC(=NN1)C1=CC=CC=C1)=O)=O